tert-butyl N-[6-[2-[6-[(6-fluoro-2-pyridyl)sulfonylamino]-3-[3-(3,3,3-trifluoro-2,2-dimethyl-propoxy)pyrazol-1-yl]-2-pyridyl]phenyl]hexyl]carbamate FC1=CC=CC(=N1)S(=O)(=O)NC1=CC=C(C(=N1)C1=C(C=CC=C1)CCCCCCNC(OC(C)(C)C)=O)N1N=C(C=C1)OCC(C(F)(F)F)(C)C